ethyl 4-((5-amino-2-chloro-2'-(difluoromethoxy)-[1,1'-biphenyl]-4-yl) amino)-3-(4-((cyclopropylmethyl) sulfonyl) phenyl)-4-oxobutanoate NC=1C(=CC(=C(C1)C1=C(C=CC=C1)OC(F)F)Cl)NC(C(CC(=O)OCC)C1=CC=C(C=C1)S(=O)(=O)CC1CC1)=O